C1(CC1)C1=CC(=CC(=N1)N1C(C2=C3C(C(=CC=C13)F)=CC(=C2)C(C)NCCOC)=O)C2(CC(C2)C)C2=NN=CN2C cis-1-(6-cyclopropyl-4-(3-methyl-1-(4-methyl-4H-1,2,4-triazol-3-yl)cyclobutyl)pyridin-2-yl)-6-fluoro-4-(1-((2-methoxyethyl)amino)ethyl)benzo[cd]indol-2(1H)-one